ClC1=C(C(=C2N1CCN(C2)C(=O)N[C@@H]2CC[C@H](CC2)O)C(=O)N)C2=CC(=CC=C2)F trans-6-chloro-7-(3-fluorophenyl)-N2-(4-hydroxy-cyclohexyl)-3,4-dihydropyrrolo[1,2-a]pyrazine-2,8(1H)-dicarboxamide